N-(5-(1-(3-(cyanomethyl)-1-(ethylsulfonyl)azetidin-3-yl)-1H-pyrrol-3-yl)-[1,2,4]triazolo[1,5-a]pyridin-2-yl)cyclopropylcarboxamide C(#N)CC1(CN(C1)S(=O)(=O)CC)N1C=C(C=C1)C1=CC=CC=2N1N=C(N2)NC(=O)C2CC2